C(C1CO1)OC[Si](OC)(OC)C glycidoxymethylmethyldimethoxysilane